BrC=1C2=C(C(N(C1)C)=C=O)N(C(=C2)C(=O)O)S(=O)(=O)CC2=CC=CC=C2 4-bromo-6-methyl-7-carbonyl-1-toluenesulfonyl-6,7-dihydro-1H-pyrrolo[2,3-c]pyridine-2-carboxylic acid